tert-butyl (4-(methoxy(methyl)carbamoyl)phenyl)carbamate CON(C(=O)C1=CC=C(C=C1)NC(OC(C)(C)C)=O)C